(rac)-(6-(3-chloro-2-methylphenyl)-2-azaspiro[3.4]oct-2-yl)((1s,3s)-3-hydroxy-3-methylcyclobutyl)methanone ClC=1C(=C(C=CC1)[C@H]1CC2(CN(C2)C(=O)C2CC(C2)(C)O)CC1)C |r|